(N-isocyanoimino)triphenyl-phosphorane [N+](#[C-])N=P(C1=CC=CC=C1)(C1=CC=CC=C1)C1=CC=CC=C1